ClC1=CC(=C(C=C1)C1=NC(=CC=2N=C(N(C(C21)=O)C)C)N2C[C@@H](OCC2)[C@@H]2OCC2)F 5-(4-chloro-2-fluorophenyl)-2,3-dimethyl-7-((2R)-2-((2R)-2-oxetanyl)-4-morpholinyl)pyrido[4,3-d]pyrimidin-4(3H)-one